OC[C@H](C1=CC=CC=C1)NC1=NC(=NC=C1C1=NNC(=C1)C)NC=1C=C2CCN(C(C2=CC1)=O)C 6-[[4-[[(1S)-2-hydroxy-1-phenyl-ethyl]amino]-5-(5-methyl-1H-pyrazol-3-yl)pyrimidin-2-yl]amino]-2-methyl-3,4-dihydroisoquinolin-1-one